C(C)(C)(C)OC(=O)N1[C@@H](C[C@H](C1)F)C=1C(=NC(=CC1)Cl)N1N=C(C=C1C)C#N (2S,4R)-2-[6-chloro-2-(3-cyano-5-methyl-pyrazol-1-yl)-3-pyridyl]-4-fluoro-pyrrolidine-1-carboxylic acid tert-butyl ester